9,10-difluoro-2,3-dihydro-3-methyl-7-oxo-7H-pyrido[1,2,3-de]-1,4-benzoxazine-6-formic acid FC=1C(=C2C=3N(C(CO2)C)C=C(C(C3C1)=O)C(=O)O)F